oxathietane 2,2-dioxide C1CS(=O)(=O)O1